3-(methoxysilyl)-propanesulfonic acid CO[SiH2]CCCS(=O)(=O)O